NCC1=CC=C(CNC23CNCCNCC(CNCCNC2)(CNCCNC3)N)C=C1 N1-(4-(aminomethyl)benzyl)-3,6,10,13,16,19-hexaazabicyclo[6.6.6]icosane-1,8-diamine